4-(trimethylsilyl)but-3-yn-2-ol C[Si](C#CC(C)O)(C)C